N-acetylglucosaminyl-lactose C(C)(=O)N[C@H]1C(O[C@@H]([C@H]([C@@H]1O)O)CO)C1(O)[C@H](O)[C@@H](O)[C@H](O[C@H]2[C@H](O)[C@@H](O)[C@@H](O)[C@H](O2)CO)[C@H](O1)CO